2-chloro-4-(2-fluoropyrid-3-yl)pyrimidine ClC1=NC=CC(=N1)C=1C(=NC=CC1)F